N-(4-((4-(diethylamino)-3-fluorophenyl)amino)benzyl)-5-oxopyrrolidine-3-carboxamide C(C)N(C1=C(C=C(C=C1)NC1=CC=C(CNC(=O)C2CNC(C2)=O)C=C1)F)CC